N-(thieno[3,2-b]pyridin-5-ylmethyl)-4-(2-(4-(trifluoromethyl)phenyl)-2H-pyrazolo[3,4-d]pyrimidin-4-yl)piperazine-2-carboxamide S1C=CC2=NC(=CC=C21)CNC(=O)C2NCCN(C2)C=2C=1C(N=CN2)=NN(C1)C1=CC=C(C=C1)C(F)(F)F